C(C)(C)(C)OC(=O)N1CC(CC1)CC=1C2=C(N=C(N1)NC1=CC(=NS1)C)N(C=C2Cl)COCC[Si](C)(C)C 3-((5-chloro-2-((3-methylisothiazol-5-yl)amino)-7-((2-(trimethylsilyl)ethoxy)methyl)-7H-pyrrolo[2,3-d]Pyrimidin-4-yl)methyl)pyrrolidine-1-carboxylic acid tert-butyl ester